4-({4-[(2S)-2,3-dihydro-1,4-benzodioxin-2-yl]benzyl}amino)cyclohexanecarboxylic acid O1[C@H](COC2=C1C=CC=C2)C2=CC=C(CNC1CCC(CC1)C(=O)O)C=C2